5-(2,5-difluorophenyl)-4-methyl-1H-pyrazole FC1=C(C=C(C=C1)F)C1=C(C=NN1)C